F[C@@H]1[C@@H](N2C(C=3N(N([C@@H](C1)C)C2)C=C(C(C3O)=O)C(=O)NCC3=C(C=C(C=C3F)F)F)=O)C (1S,2R,4S,5S)-4-fluoro-8-hydroxy-2,5-dimethyl-7,9-dioxo-N-(2,4,6-trifluorobenzyl)-2,3,4,5,7,9-hexahydro-1,6-methanopyrido[1,2-b][1,2,5]triazonine-10-carboxamide